tert-butyl 2-((bis(3-bromo-4-((ethoxymethoxy)methyl)-5-(trifluoromethyl)phenyl)(oxo)-λ6-sulfanylidene)amino)-acetate BrC=1C=C(C=C(C1COCOCC)C(F)(F)F)S(=O)(C1=CC(=C(C(=C1)C(F)(F)F)COCOCC)Br)=NCC(=O)OC(C)(C)C